O=C1NC(CCC1N1C(C2=CC=CC(=C2C1)NC(CCCCCCC(=O)O)=O)=O)=O 8-((2-(2,6-dioxopiperidin-3-yl)-1-oxoisoindolin-4-yl)amino)-8-oxooctanoic acid